COC=1C=CC=C2C(=NN(C12)C1CN(CC1)C(C=C)=O)C1=CC=C(C=C1)C(F)(F)F 1-(3-(7-methoxy-3-(4-(trifluoromethyl)phenyl)-1H-indazol-1-yl)pyrrolidin-1-yl)prop-2-en-1-one